1-methyl-3-(3-((o-tolyloxy)methyl)piperidine-1-carbonyl)-1,5-dihydro-4H-pyrrolo[3,2-c]pyridin-4-one CN1C=C(C=2C(NC=CC21)=O)C(=O)N2CC(CCC2)COC2=C(C=CC=C2)C